2-(6-{5-chloro-2-[(oxan-4-yl)amino]pyrimidin-4-yl}-1-oxo-2,3-dihydro-1H-isoindol-2-yl)-N-{[3-(ethanesulfonyl)phenyl]methyl}acetamide ClC=1C(=NC(=NC1)NC1CCOCC1)C1=CC=C2CN(C(C2=C1)=O)CC(=O)NCC1=CC(=CC=C1)S(=O)(=O)CC